(S)-N-((S)-(4-chlorophenyl)(2-(trifluoromethyl)pyrimidin-4-yl)methyl)-2-oxo-oxazolidine-5-carboxamide ClC1=CC=C(C=C1)[C@H](NC(=O)[C@@H]1CNC(O1)=O)C1=NC(=NC=C1)C(F)(F)F